4-(4-bromo-2-oxo-2,3-dihydro-1H-1,3-benzodiazol-1-yl)-N-(5,6-dichloropyridin-3-yl)cyclohexane-1-carboxamide BrC1=CC=CC=2N(C(NC21)=O)C2CCC(CC2)C(=O)NC=2C=NC(=C(C2)Cl)Cl